3-(5-methyl-1,3-thiazol-2-yl)-5-(prop-2-yn-1-yloxy)benzamide CC1=CN=C(S1)C=1C=C(C(=O)N)C=C(C1)OCC#C